(R)-2-amino-4-(hexan-3-ylamino)-6-(4-(piperazine-1-carbonyl)benzyl)pyrido[4,3-d]pyrimidin-5(6H)-one NC=1N=C(C2=C(N1)C=CN(C2=O)CC2=CC=C(C=C2)C(=O)N2CCNCC2)N[C@H](CC)CCC